C=CCN1C=[N+](C=C1)C 1-(prop-1-en-3-yl)-3-methylimidazolium